isobutyric acid 3-(2-(dipropylamino) ethyl)-1H-indol-5-yl ester C(CC)N(CCC1=CNC2=CC=C(C=C12)OC(C(C)C)=O)CCC